(S)-3-((3-cyclobutyl-5-((piperidin-3-yl)methoxy)pyrazolo[1,5-a]pyrimidin-7-yl)amino)-5-fluorobenzonitrile C1(CCC1)C=1C=NN2C1N=C(C=C2NC=2C=C(C#N)C=C(C2)F)OC[C@@H]2CNCCC2